ClC1=C(C=CC(=C1)F)C1=CNC(C2=CC(=CC=C12)O[C@@H](C(=O)N1[C@H](COCC1)C(=O)OC)C)=O methyl (R)-4-((R)-2-((4-(2-chloro-4-fluorophenyl)-1-oxo-1,2-dihydroisoquinolin-7-yl)oxy)propanoyl)morpholine-3-carboxylate